6-(1H-imidazol-1-yl)-N-((1r,4r)-4-methoxycyclohexyl)-5-methylpyridinecarboxamide N1(C=NC=C1)C1=C(C=CC(=N1)C(=O)NC1CCC(CC1)OC)C